CN(C1CC(C1)NC(=O)C=1N=C(SC1)C1=CN=CN1)C N-(3-(dimethylamino)cyclobutyl)-2-(1H-imidazol-5-yl)thiazole-4-carboxamide